pyrido[4,3-b]indol-1-amine C1(=NC=CC=2NC=3C=CC=CC3C21)N